17-Triacontenoic acid C(CCCCCCCCCCCCCCCC=CCCCCCCCCCCCC)(=O)O